tert-Butyl 2-(3,6-dioxo-2,7-diazaspiro[4.6]undecan-2-yl)acetate O=C1N(CC2(C1)C(NCCCC2)=O)CC(=O)OC(C)(C)C